2-{4-[(3S,4S)-4-amino-3-methyl-2-oxa-8-azaspiro[4.5]decan-8-yl]-1-(2,3-dichlorophenyl)-2-methyl-6-oxo-1,6-dihydropyrimidin-5-yl}acetic acid methyl ester COC(CC1=C(N=C(N(C1=O)C1=C(C(=CC=C1)Cl)Cl)C)N1CCC2([C@@H]([C@@H](OC2)C)N)CC1)=O